4-Methoxy-N-((S)-4-methyl-1-oxo-1-(2-(((S)-2-oxopiperidin-3-yl)methyl)hydrazineyl)pentan-2-yl)-1H-indole-2-carboxamide COC1=C2C=C(NC2=CC=C1)C(=O)N[C@H](C(NNC[C@H]1C(NCCC1)=O)=O)CC(C)C